C1(CC1)C1=C(C(=NO1)C1=C(C=CC=C1Cl)Cl)COC12CCC(CC1)(CC2)C=2N=C1C=CC(=NC1=CC2)C(=O)O 6-(4-((5-cyclopropyl-3-(2,6-dichlorophenyl)isoxazol-4-yl)methoxy)bicyclo[2.2.2]octan-1-yl)-1,5-naphthyridine-2-carboxylic acid